3-chloro-N-((1R,5S,6s)-3-(5-(3-cyano-6-(1-methyl-1H-pyrazol-4-yl)pyrazolo[1,5-a]pyridin-4-yl)pyridin-2-yl)-3-azabicyclo[3.1.0]hexan-6-yl)-6-methylpicolinamide ClC=1C(=NC(=CC1)C)C(=O)NC1[C@@H]2CN(C[C@H]12)C1=NC=C(C=C1)C=1C=2N(C=C(C1)C=1C=NN(C1)C)N=CC2C#N